C(C)N1N=C(C(=C1)F)C(=O)O 1-ethyl-4-fluoro-1H-pyrazole-3-carboxylic acid